OC1=CC=C(C[C@H]2C(NC[C@H]3N2C([C@@H](N(C3)CCCC3=CC=C(C=C3)O)CC(C)C)=O)=O)C=C1 (3S,6S,9aR)-6-(4-hydroxybenzyl)-2-(3-(4-hydroxyphenyl)propyl)-3-isobutylhexahydro-4H-pyrazino[1,2-a]pyrazine-4,7(6H)-dione